C(C)OP(=O)(OCC)O.OCCN(CCO)C N,N-di(2-hydroxyethyl)aminomethane diethyl-phosphate